O=C1N(N=C(C2=CC=CC=C12)C(=O)N1CCC(CC1)(C(=O)O)C1=CC=CC=C1)C1=CC=CC=C1 1-[(3,4-dihydro-4-oxo-3-phenyl-1-phthalazinyl)carbonyl]-4-phenyl-4-piperidinecarboxylic acid